1-[(3S)-3-[4-(4-Chloro-2-fluoro-5-methoxy-anilino)pyrido[3,2-d]pyrimidin-6-yl]oxypyrrolidin-1-yl]prop-2-en-1-one ClC1=CC(=C(NC=2C3=C(N=CN2)C=CC(=N3)O[C@@H]3CN(CC3)C(C=C)=O)C=C1OC)F